CC1OC2(OCC1C)[C@@H]1OC[C@H](CC2)O1 (1R,5S)-4',5'-dimethyl-7,8-dioxaspiro[bicyclo[3.2.1]octane-2,2'-[1,3]dioxane]